5-((2R,3S)-2-methyl-3-((methylsulfonyl)methyl)azetidin-1-yl)-2-(methylthio)-8-(prop-1-en-2-yl)quinazoline C[C@H]1N(C[C@@H]1CS(=O)(=O)C)C1=C2C=NC(=NC2=C(C=C1)C(=C)C)SC